4-CHLORO-6-FORMYL-NICOTINONITRILE ClC1=CC(=NC=C1C#N)C=O